8-piperazinyl-4-(4-cyano-3-pyridyl)-3,4-dihydrobenzo[f][1,4]oxazepine-5(2H)-one N1(CCNCC1)C1=CC2=C(C(N(CCO2)C=2C=NC=CC2C#N)=O)C=C1